Tert-butyl 4-(2-((5-fluoro-4-(8-fluoro-4-(1-hydroxyethyl)quinolin-6-yl)pyrimidin-2-yl)amino)pyrimidin-5-yl)piperidine-1-carboxylate FC=1C(=NC(=NC1)NC1=NC=C(C=N1)C1CCN(CC1)C(=O)OC(C)(C)C)C=1C=C2C(=CC=NC2=C(C1)F)C(C)O